(3-(2-(2-Aminoethoxy)ethoxy)propionylamino)-N-(2-methylpyrimidin-5-yl)benzamide NCCOCCOCCC(=O)NC1=C(C(=O)NC=2C=NC(=NC2)C)C=CC=C1